FC1=C(N)C=CC(=C1COC=1C=C2C(=NC1)N(N=C2C(F)(F)F)COCC[Si](C)(C)C)F 2,4-difluoro-3-([[3-(trifluoromethyl)-1-[[2-(trimethylsilyl)ethoxy]methyl]pyrazolo[3,4-b]pyridin-5-yl]oxy]methyl)aniline